S1N=CC(=C1)/C=C/C(=O)OC(C)(C)C (E)-tert-butyl 3-isothiazol-4-ylprop-2-enoate